FC(C=1C(=C(C=CC1)[C@@H](C)NC=1C=2C(N=C(N1)C)=C(C(N(C2)C2(CC2)CF)=O)OC(C)C)F)F (R)-4-((1-(3-(difluoromethyl)-2-fluorophenyl)ethyl)amino)-6-(1-(fluoromethyl)cyclopropyl)-8-isopropoxy-2-methylpyrido[4,3-d]pyrimidine-7(6H)-one